ClC1=NN(C2=NC(=NC=C21)N)CC2=CC(=C(C=C2)[N+](=O)[O-])C(F)(F)F chloro-1-(4-nitro-3-(trifluoromethyl)benzyl)-1H-pyrazolo[3,4-d]pyrimidin-6-amine